3-(3-(4-(Morpholinosulfonyl)phenyl)-1H-pyrazol-5-yl)pyrrolidine-1-carbonitrile O1CCN(CC1)S(=O)(=O)C1=CC=C(C=C1)C1=NNC(=C1)C1CN(CC1)C#N